(5R)-7-chloro-4,4-difluoro-1-(4-methylbenzenesulfonyl)-2,3,4,5-tetrahydro-1H-1-benzoazepin-5-ol ClC=1C=CC2=C([C@H](C(CCN2S(=O)(=O)C2=CC=C(C=C2)C)(F)F)O)C1